3-(trifluoromethyl)cyclohexane-carbaldehyde FC(C1CC(CCC1)C=O)(F)F